1-(2-(aminomethyl)-6-cyclopropylimidazo-[1,2-a]pyridin-8-yl)-3-methylimidazolidine-2,4-dione NCC=1N=C2N(C=C(C=C2N2C(N(C(C2)=O)C)=O)C2CC2)C1